C(#N)C=1C=C(NC=O)C=CC1 meta-cyanoformanilide